5-((4'-(trifluoromethyl)-[1,1'-biphenyl]-4-yl)thio)-1H-1,2,3-triazole-4-carboxylic acid FC(C1=CC=C(C=C1)C1=CC=C(C=C1)SC1=C(N=NN1)C(=O)O)(F)F